2,5-dichloro-N-((6-(methylsulfonyl)pyridin-2-yl)methyl)pyrimidin-4-amine ClC1=NC=C(C(=N1)NCC1=NC(=CC=C1)S(=O)(=O)C)Cl